di-tert-butyl-3-(3-ethoxy-3-oxopropanoyl)-6,7-dihydro-1H-pyrazolo[4,3-c]pyridine C(C)(C)(C)C1=NCCC2=C1C(=NN2C(C)(C)C)C(CC(=O)OCC)=O